OC[C@@H]1CN(CCO1)C(=O)OC(C)(C)C tert-Butyl (2S)-2-(hydroxymethyl)morpholine-4-carboxylate